CC(C)N(CCC1=CNC2=C1C(=CC=C2)O)C(C)C N,N-diisopropyl-4-hydroxytryptamine